((1R,4R)-4-(4-(((R)-1-(3-amino-5-(trifluoromethyl)phenyl)ethyl)amino)-7-methoxy-2-Methylquinazolin-6-yl)cyclohexyl)(4-(4-(piperidin-4-yl)butyl)piperazin-1-yl)methanone NC=1C=C(C=C(C1)C(F)(F)F)[C@@H](C)NC1=NC(=NC2=CC(=C(C=C12)C1CCC(CC1)C(=O)N1CCN(CC1)CCCCC1CCNCC1)OC)C